methyl (2S)-2-([[(2S,4R)-4-(2,3-dichloro-6-methoxyphenyl)piperidin-2-yl]methyl]amino)propanoate ClC1=C(C(=CC=C1Cl)OC)[C@H]1C[C@H](NCC1)CN[C@H](C(=O)OC)C